Cl.N[C@H](C(=O)O)CC1=CC=C(C=C1)C1=NOC(=N1)C1=CC2=C(OC3=C2C=CC=C3)C=C1 (S)-2-amino-3-(4-(5-(dibenzo[b,d]furan-2-yl)-1,2,4-oxadiazol-3-yl)phenyl)propanoic acid hydrochloride